NC1CC(C1)C(=O)N1CCN(CC1)C1=NC=C(C=C1OC)C(F)(F)F ((1R,3R)-3-aminocyclobutyl)(4-(3-methoxy-5-(trifluoromethyl)pyridin-2-yl)piperazine-1-yl)methanone